FC=1C=C2CCN(CC2=CC1)C1=CC(=C(C(=C1)C)NC=1OC(=CN1)C)C N-(4-(6-fluoro-3,4-dihydroisoquinolin-2(1H)-yl)-2,6-dimethylphenyl)-5-methyl-oxazol-2-amine